1-((trans)-4-(4-fluorophenyl)-1-(2-(methylamino)ethyl)pyrrolidin-3-yl)-3-(2-phenyl-2,4,5,6-tetrahydrocyclopenta[c]pyrazol-3-yl)urea FC1=CC=C(C=C1)[C@H]1[C@@H](CN(C1)CCNC)NC(=O)NC1=C2C(=NN1C1=CC=CC=C1)CCC2